OC1CN(C1)C1=NC=C(C(=N1)NC1=NNC2=CC(=CC=C12)[C@@H]1C[C@@]12C(NC1=CC=C(C=C21)OC)=O)OC (1R,2S)-2-(3-{[2-(3-hydroxyazetidin-1-yl)-5-methoxypyrimidin-4-yl]amino}-1H-indazol-6-yl)-5'-methoxyspiro[cyclopropane-1,3'-indol]-2'(1'H)-one